tert-butyl 3-(3-methyl-5-(5-methyl-4-(2-oxo-2,3-dihydrobenzo[d]oxazol-5-ylamino) pyrimidin-2-ylamino) pyridin-2-yl)-8-azabicyclo[3.2.1]octane-8-carboxylate CC=1C(=NC=C(C1)NC1=NC=C(C(=N1)NC=1C=CC2=C(NC(O2)=O)C1)C)C1CC2CCC(C1)N2C(=O)OC(C)(C)C